COC1=C(C=CC=C1)CCNCCC1=CC=C(C#N)C=C1 4-(2-{[2-(2-methoxyphenyl)ethyl]amino}ethyl)benzonitrile